NC=1C2=C(N=CN1)N(C(=C2C2=NC(=C(C=C2)OC2=CC=CC=C2)OC)C#CC2(CN(C2)C2CCN(CC2)C(C=C)=O)F)C 1-(4-(3-((4-amino-5-(6-methoxy-5-phenoxypyridin-2-yl)-7-methyl-7H-pyrrolo[2,3-d]pyrimidin-6-yl)ethynyl)-3-fluoroazetidin-1-yl)piperidin-1-yl)prop-2-en-1-one